FC(C(=O)NC1=CC=2CCCC(C2C=C1)=NOCCCCC)=C 2-fluoro-N-(5-((pentyloxy)imino)-5,6,7,8-tetrahydronaphthalen-2-yl)acrylamide